9-phenyl-3,6-bis(9-phenyl-9h-carbazol-3-yl)-9h-carbazole C1(=CC=CC=C1)N1C2=CC=C(C=C2C=2C=C(C=CC12)C=1C=CC=2N(C3=CC=CC=C3C2C1)C1=CC=CC=C1)C=1C=CC=2N(C3=CC=CC=C3C2C1)C1=CC=CC=C1